C(#C)C1=CC=C(C=C1)[C@H](C(C)(C)O)NC(=O)[C@H]1N(C[C@@H](C1)O)C(=O)[C@H](C(C)(C)C)NC(CCCCCCC(=O)OC)=O methyl 8-[[(1S)-1-[(2S,4R)-2-[[(1R)-1-(4-ethynylphenyl)-2-hydroxy-2-methyl-propyl]carbamoyl]-4-hydroxy-pyrrolidine-1-carbonyl]-2,2-dimethyl-propyl]amino]-8-oxo-octanoate